FC(C(=O)O)(F)F.NCC1=C(C=C(C=C1)C1=NC=NN2C1=CC(=C2)C2=CC=C(C=C2)COCCCC2=CC=C(NC1C(NC(CC1)=O)=O)C=C2)C 3-[4-[3-[[4-[4-[4-(aminomethyl)-3-methyl-phenyl]pyrrolo[2,1-f][1,2,4]triazin-6-yl]phenyl]methoxy]propyl]anilino]piperidine-2,6-dione trifluoroacetic acid salt